(2-(((2R,3S,4R,5R)-5-(5-chloro-7-(cyclopentylamino)-3H-[1,2,3]triazolo[4,5-d]pyrimidin-3-yl)-3,4-dihydroxytetrahydrofuran-2-yl)methoxy)-1-methoxypropan-2-yl)phosphonic acid ClC=1N=C(C2=C(N1)N(N=N2)[C@H]2[C@@H]([C@@H]([C@H](O2)COC(COC)(C)P(O)(O)=O)O)O)NC2CCCC2